silver (I) oleylamine C(CCCCCCC\C=C/CCCCCCCC)N.[Ag+]